Cl[Pt](C1=NC=CC=C1)(C1=NC=CC=C1)Cl cis-dichloro-bis(pyridinyl)platinum